ClC1=C(C2=C(NC(C(=C2O)C2=CC=C(C=C2)C)=O)S1)C=1C(=C2CCCCC2=CC1)O 2-Chloro-4-hydroxy-3-(5-hydroxytetralin-6-yl)-5-(4-methylphenyl)-7H-thieno[2,3-b]pyridin-6-one